BrC=1C=C2C(=CNC2=CC1)SC#N 5-Bromo-3-thiocyano-1H-indole